2-(3'-butoxy-2-fluoro-[1,1'-biphenyl]-4-yl)-6-fluoroquinoline-4-carboxylic acid C(CCC)OC=1C=C(C=CC1)C1=C(C=C(C=C1)C1=NC2=CC=C(C=C2C(=C1)C(=O)O)F)F